Butyl-1-tert-butyl-4-hydroxy-5-n-propyl-pyrazol C(CCC)C1=NN(C(=C1O)CCC)C(C)(C)C